[Cl-].C[Si](=[Zr+](C1C(=CC2=C(C=CC=C12)C1=CC=CC=C1)C)C1C(=CC2=C(C=3CCCC3C=C12)C1=CC=CC=C1)C)C dimethyl-silanediyl(2-methyl-4-phenyl-1,5,6,7-tetrahydro-s-indacen-1-yl)(2-methyl-4-phenyl-1H-inden-1-yl)zirconium chloride